7-(2,2,2-trifluoroethyl)-6,7,8,9-tetrahydrooxazolo[5,4-f]isoquinolin-2(3H)-one FC(CN1CC2=CC=C3C(=C2CC1)OC(N3)=O)(F)F